6,6'-dithionicotinic acid C1=CC(=NC=C1C(=O)O)SSC2=NC=C(C=C2)C(=O)O